[Si](C1=CC=CC=C1)(C1=CC=CC=C1)(C(C)(C)C)OC1CC(C1)CCO 2-(3-((tert-butyldiphenylsilyl)oxy)cyclobutyl)ethan-1-ol